N-butyl-5-(trifluoromethyl)-1H-benzo[d]Imidazole-1-carboxamide C(CCC)NC(=O)N1C=NC2=C1C=CC(=C2)C(F)(F)F